C(CCCCCCCCCCCCCCCCCCCCC)OC(CCCCCCCCCCCCCCC(C)C)=O isostearic acid behenyl ester